C(C)(C)(C)OC(=O)N1C2CN(C(C1)CC2)C2=NC(=C(C=C2)N)N.C(C2=CC=CC=C2)SC2=C(C=C(C=C2)C(F)(F)F)Br 1-benzylthio-2-bromo-4-(trifluoromethyl)benzene tert-butyl-5-(5,6-diaminopyridin-2-yl)-2,5-diazabicyclo[2.2.2]octane-2-carboxylate